FC=1C=C(C=CC1F)NC(=O)C=1N(C=C2C1O[C@H]1[C@H](NS2(=O)=O)COC1)C trans-N-(3,4-difluorophenyl)-7-methyl-1,3a,4,9a-tetrahydro-3H,7H-furo[3,4-f]Pyrrolo[3,4-b][1,4,5]Oxathiazepine-8-carboxamide 5,5-dioxide